C(C)(C)(C)N(C(O)=O)C=1SC(=CN1)C(NC1=C(C=C(C(=C1)C(NC1=NC=C(C=C1)OC1CC1)=O)F)C)=O.C(=O)(O)C1=CC=C(C=C1)C=1C2=CC=C(N2)C(=C2C=CC(C(=C3C=CC(=C(C=4C=CC1N4)C4=CC=C(C=C4)C(=O)O)N3)C3=CC=C(C=C3)C(=O)O)=N2)C2=CC=C(C=C2)C(=O)O 5,10,15,20-tetrakis(4-carboxyphenyl)porphine tert-butyl-N-[5-[[5-[(5-cyclopropyloxypyridin-2-yl)carbamoyl]-4-fluoro-2-methylphenyl]carbamoyl]-1,3-thiazol-2-yl]carbamate